FC=1C=C(C=CC1OC1=C(C=NC2=CC(=C(C=C12)OC)OC)F)NC(=O)C=1C(N(C(=CC1)C1CC1)C=1C=NC(=CC1C)OC)=O N-[3-fluoro-4-(3-fluoro-6,7-dimethoxy-4-quinolyloxy)phenyl]-6-cyclopropyl-6'-methoxy-4'-methyl-2-oxo-1,2-dihydro[1,3'-bipyridyl]-3-carboxamide